ClC1=C(C=C(C(=C1F)F)F)C1=CC=CC=C1 chloro-3,4,5-trifluoro-biphenyl